N,2,5-trimethyl-N-(3-(trifluoromethyl)benzyl)benzamide CN(C(C1=C(C=CC(=C1)C)C)=O)CC1=CC(=CC=C1)C(F)(F)F